tert-butyl (S)-(1-((hydroxymethyl)amino)-1-oxopropan-2-yl)carbamate OCNC([C@H](C)NC(OC(C)(C)C)=O)=O